3-chloro-2,4,7-trimethyl-5,7-dihydrofuro[4,3-b]pyridin-7-ol ClC=1C(=C2C(=NC1C)C(OC2)(O)C)C